(R)-2-(1-(3-(benzo[b]thiophen-3-yl)phenyl)cyclopropyl)-6-(2-(3'-(tert-butyl)-[1,1'-biphenyl]-3-yl)-2-hydroxyacetyl)-3,5,6,7,8,9-hexahydro-4H-pyrimido[5,4-c]azepin-4-one S1C2=C(C(=C1)C=1C=C(C=CC1)C1(CC1)C=1NC(C=3CN(CCCC3N1)C([C@H](O)C=1C=C(C=CC1)C1=CC(=CC=C1)C(C)(C)C)=O)=O)C=CC=C2